4-(benzyloxy)-3-chloro-2'-(2-(2-hydroxypropan-2-yl-1,1,1,3,3,3-d6)pyrimidin-4-yl)-5',6-dimethyl-2H-[1,4'-bipyridin]-2-one C(C1=CC=CC=C1)OC1=C(C(N(C(=C1)C)C1=CC(=NC=C1C)C1=NC(=NC=C1)C(C([2H])([2H])[2H])(C([2H])([2H])[2H])O)=O)Cl